(R)-tert-butyl (2-oxo-1-phenyl-2-(prop-2-yn-1-ylamino)ethyl)carbamate O=C([C@@H](C1=CC=CC=C1)NC(OC(C)(C)C)=O)NCC#C